C(C)C(NC1=CC=CC=C1)F ethyl-(phenyl)aminomethylfluoride